γ-glycidoxypropyldiacetoxyisopropylsilane C(C1CO1)OCCC[Si](C(C)C)(OC(C)=O)OC(C)=O